NC1=C(C=C(C=C1)N)CCC[NH+]1N(CC=C1)C 1-[3-(2,5-diaminophenyl)propyl]-2-methyl-1H-pyrazol-1-ium